FC1=C(C(=O)N)C=C(C=C1)OC1=CC=CC=C1 2-Fluoro-5-phenoxybenzamide